N,N-bis-(hydroxyethyl)glycine OCCN(CC(=O)O)CCO